IC=1N(C2=CC=CC(=C2C1)NC1CCC(CC1)N(C)C)CC(F)(F)F N1-(2-iodo-1-(2,2,2-trifluoroethyl)-1H-indol-4-yl)-N4,N4-dimethylcyclohexane-1,4-diamine